[Na].N1C(CCC1)=O 2-pyrrolidone sodium salt